N1-(4-(6-Bromoimidazo[1,2-a]pyridin-3-yl)-5-methylpyrimidin-2-yl)cyclohexane-1,3-diamine BrC=1C=CC=2N(C1)C(=CN2)C2=NC(=NC=C2C)NC2CC(CCC2)N